O1CC12CCN(CC2)C=O (1-oxa-6-azaspiro[2.5]octan-6-yl)methanone